N1C=[NH+]C=C1 racemic-imidazolium